CC(CC(C(=O)N1CCC(CC1)NC1=CC(=NC=N1)C(=O)N)=O)C 6-((1-(4-methyl-2-oxopentanoyl)piperidin-4-yl)amino)pyrimidine-4-carboxamide